The molecule is a polyprenyl phospho oligosaccharide consisting of undecaprenyl diphosphate and alpha-D-rhamnosyl-(1->2)-alpha-D-rhamnosyl-(1->4)-N-acetyl-D-glucosamine components connected by a glycosyl diphosphate linkage. It is a conjugate acid of an alpha-D-rhamnosyl-(1->2)-alpha-D-rhamnosyl-(1->4)-N-acetyl-D-glucosaminyl undecaprenyl diphosphate(2-). C[C@@H]1[C@H]([C@@H]([C@@H]([C@H](O1)O[C@H]2[C@H]([C@@H]([C@H](O[C@@H]2O[C@@H]3[C@H](OC([C@@H]([C@H]3O)NC(=O)C)OP(=O)(O)OP(=O)(O)OC/C=C(/C)\\CC/C=C(/C)\\CC/C=C(/C)\\CC/C=C(/C)\\CC/C=C(/C)\\CC/C=C(/C)\\CC/C=C(/C)\\CC/C=C(/C)\\CC/C=C(\\C)/CC/C=C(\\C)/CCC=C(C)C)CO)C)O)O)O)O)O